FC1(CC[C@H](OC1)C(=O)O)F (2S)-5,5-difluorotetrahydropyran-2-carboxylic acid